Cl.FC=1C=C2C(=NC1)N(C=C2C2CCN(CC2)C=2C=C1C(=NC2)N=C(S1)N1CCOCC1)C 4-(6-(4-(5-fluoro-1-methyl-1H-pyrrolo[2,3-b]pyridin-3-yl)piperidin-1-yl)thiazolo[4,5-b]pyridin-2-yl)morpholine hydrochloride